6-t-amyl-anthracene C(C)(C)(CC)C=1C=C2C=C3C=CC=CC3=CC2=CC1